(2-bromopyridin-4-yl)-N-[(R)-phenyl((3R)-1H,2H,3H,4H-pyrido[2,3-b]pyrazin-3-yl)methyl]acetamide BrC1=NC=CC(=C1)CC(=O)N[C@@H]([C@H]1CNC2=C(N1)N=CC=C2)C2=CC=CC=C2